bis(chlorodiisopropylsilyl)methane Cl[Si](C(C)C)(C(C)C)C[Si](Cl)(C(C)C)C(C)C